NC1=NC=2C=C(C(=CC2C2=C1C=NN2C)C(=O)N(CC2=CC=C(C=C2)C(F)(F)F)C)Cl 4-amino-7-chloro-N,1-dimethyl-N-(4-(trifluoromethyl)benzyl)-1H-pyrazolo[4,3-c]quinoline-8-carboxamide